C(=O)[C@@H]1[C@H]2CC[C@@H](CN1C(=O)OCC1C3=CC=CC=C3C=3C=CC=CC13)N2C(=O)OC(C)(C)C 3-((9H-fluoren-9-yl)methyl) 8-(tert-butyl) (1R,2S,5S)-2-formyl-3,8-diazabicyclo[3.2.1]octane-3,8-dicarboxylate